NC1=CC=C(C=C1)C=1SC2=C(N1)C=CC(=C2S(=O)(=O)O)C 2-(p-aminophenyl)-6-methylbenzothiazole-7-sulfonic acid